N1(C=CC2=CC=CC=C12)C[C@@H](C)NCC(CO[Si](C1=CC=CC=C1)(C1=CC=CC=C1)C(C)(C)C)(C)F N-((R)-1-(1H-indol-1-yl)propan-2-yl)-3-((tert-butyldiphenylsilyl)oxy)-2-fluoro-2-methylpropan-1-amine